FC1=C(C=CC(=C1C([2H])([2H])[2H])OC1=CC2=C(N(N=N2)C)C=C1)NC=1C2=C(N=CN1)C=CC(=N2)N2CC(N(CC2)C(C=C)=O)(C)C 1-(4-(4-((2-fluoro-3-(methyl-d3)-4-((1-methyl-1H-benzo[d][1,2,3]triazol-5-yl)oxy)phenyl)amino)pyrido[3,2-d]pyrimidin-6-yl)-2,2-dimethylpiperazin-1-yl)prop-2-en-1-one